4-methoxy-1-methyl-3-(3-(4,4,5,5-tetramethyl-1,3,2-dioxaborolan-2-yl)phenyl)-1H-pyrazole COC=1C(=NN(C1)C)C1=CC(=CC=C1)B1OC(C(O1)(C)C)(C)C